2,5-difluoro-4-nitrobenzoic acid FC1=C(C(=O)O)C=C(C(=C1)[N+](=O)[O-])F